3-chloro-2-(1-(2,6-difluorophenyl)-5-methyl-1H-1,2,3-triazol-4-yl)-6-methoxypyridine ClC=1C(=NC(=CC1)OC)C=1N=NN(C1C)C1=C(C=CC=C1F)F